dimethyl-(oct-7-en-1-yl)aluminum C[Al](CCCCCCC=C)C